O=C1NC(CC[C@@H]1C=1C=CC(=NC1)N1CCC(CC1)CCN1CCC(CC1)N(C(=O)C1(CCN(CC1)C1=CN=NC(=C1)C1=C(C=CC=C1)O)C1=CC=CC=C1)C)=O |r| RAC-N-(1-(2-(1-(5-(2,6-DIOXOPIPERIDIN-3-YL)PYRIDIN-2-YL)PIPERIDIN-4-YL)ETHYL)PIPERIDIN-4-YL)-1-(6-(2-HYDROXYPHENYL)PYRIDAZIN-4-YL)-N-METHYL-4-PHENYLPIPERIDINE-4-CARBOXAMIDE